3-(1,1-dioxo-1λ6-thiomorpholin-4-yl)-propyne O=S1(CCN(CC1)CC#C)=O